2-[2-(2-bromophenyl)propyl]-1,3-dioxan-5-one BrC1=C(C=CC=C1)C(CC1OCC(CO1)=O)C